(3-((benzyloxy)methyl)-4-ethyl-5-oxo-4,5-dihydro-1H-1,2,4-triazol-1-yl)-8-bromo-3-fluoro-6-(2-fluoro-5-tolyl)-1,6-naphthyridin-5(6H)-one C(C1=CC=CC=C1)OCC1=NN(C(N1CC)=O)C1=NC=2C(=CN(C(C2C=C1F)=O)C=1C=CC(=C(C1)C)F)Br